3-amino-3-(hydroxymethyl)piperidine-1-carboxylic acid tert-butyl ester C(C)(C)(C)OC(=O)N1CC(CCC1)(CO)N